C(C=C)(=O)N1CC(CC1)C=1C=C(N2C=NC=CC21)C2=CC=C(C(=O)NC1=CC(=CC=C1)C(F)(F)F)C=C2 4-(5-(1-Acryloylpyrrolidin-3-yl)pyrrolo[1,2-c]pyrimidin-7-yl)-N-(3-(trifluoromethyl)phenyl)benzamide